C(C)NC(=N)N1N=CCC1C1=CC=CC=C1 N-ethyl-5-phenyl-4,5-dihydro-1H-pyrazole-1-carboximidamide